NC=1N=NNC1 4-amino-1,2,3-triazole